C(CCC)OC1=CC=C(C=C1)S(=O)(=O)NCCN1CCC(CC1)C1=CNC2=CC=C(C=C12)C 4-butoxy-N-(2-(4-(5-methyl-1H-indol-3-yl)piperidin-1-yl)ethyl)benzenesulfonamide